O1CCC2(CC1)OCC1=C(C=CC=C12)CC(=O)O 2-(2',3',5',6'-tetrahydro-3H-spiro[isobenzofuran-1,4'-pyran]-4-yl)acetic acid